C1(=CC=CC2=CC=CC=C12)N(C1=CC=CC2=CC=CC=C12)C1=CC=CC2=CC=CC=C12 trinaphthyl-amine